4-bromo-3-chloro-benzoyl-N-[[2-(difluoromethoxy)-4-methoxy-phenyl]methyl]-3-oxo-2-[4-(2,2,2-trifluoroethoxy)phenyl]-6,8-dihydro-5H-imidazo[1,5-a]pyrazine-1-carboxamide BrC1=C(C=C(C(=O)C2CNCC=3N2C(N(C3C(=O)NCC3=C(C=C(C=C3)OC)OC(F)F)C3=CC=C(C=C3)OCC(F)(F)F)=O)C=C1)Cl